L-3,5-bis(trifluoromethyl)phenyl-magnesium chloride FC(C=1C=C(C=C(C1)C(F)(F)F)[Mg]Cl)(F)F